ClC=1C(=C(C(=CC1Cl)Cl)OC(C(=O)OC1=C(C(=C(C=C1Cl)Cl)Cl)C(=O)OCC1=CC(=CC=C1)CC)=O)C(=O)OCC1=CC(=CC=C1)CC bis(3,4,6-trichloro-2-{[(3-ethylphenyl) methoxy]carbonyl} phenyl)oxalate